tert-butyl ((5-(4,4,5,5-tetramethyl-1,3,2-dioxaborolan-2-yl)pyridin-3-yl) methyl)carbamate CC1(OB(OC1(C)C)C=1C=C(C=NC1)CNC(OC(C)(C)C)=O)C